N1-(7-bromo-1-methyl-2-oxo-2,3,4,5-tetrahydro-1H-benzo[b]azepin-3-yl)-N2-phenethyloxalamide BrC1=CC2=C(N(C(C(CC2)NC(C(=O)NCCC2=CC=CC=C2)=O)=O)C)C=C1